CC([C@@H](C(NC)=O)NC(=O)C[C@H](CCCO)NC(OC(C)(C)C)=O)(C)C tert-butyl N-[(2S)-1-{[(1S)-2,2-dimethyl-1-(methylcarbamoyl)propyl] carbamoyl}-5-hydroxypentan-2-yl]carbamate